[NH2+]1C=CC2=C1C=CC=C2 Benzazolium